tert-butyl-4-[4-(ethoxycarbonyl)-3-hydroxy-2-oxo-2,5-dihydro-1H-pyrrol-1-yl]piperidine C(C)(C)(C)N1CCC(CC1)N1C(C(=C(C1)C(=O)OCC)O)=O